N-(4-(2-(trifluoromethoxy)phenylsulfonyl)benzyl)imidazo[1,2-a]pyridine-6-carboxamide FC(OC1=C(C=CC=C1)S(=O)(=O)C1=CC=C(CNC(=O)C=2C=CC=3N(C2)C=CN3)C=C1)(F)F